F[C@H]1CN(C[C@H]1F)CCC1=CC(=C(CN2C(N(CCC2)C2=CC(=C(C=C2)OC)OCCCCC)=O)C=C1)OC 1-(4-(2-((3S,4R)-3,4-difluoropyrrolidin-1-yl)ethyl)-2-methoxybenzyl)-3-(4-methoxy-3-(pentyloxy)phenyl)tetrahydropyrimidin-2(1H)-one